3-methyl-N-(5-(4-(trifluoromethyl)phenethoxy)-1H-indol-3-yl)oxetane-3-carboxamide CC1(COC1)C(=O)NC1=CNC2=CC=C(C=C12)OCCC1=CC=C(C=C1)C(F)(F)F